[[(Butylamino)carbonyl]oxy]ethylacrylat C(CCC)NC(=O)OCCOC(C=C)=O